(R)-N-methyl-6-(4-(trifluoromethyl)phenyl)-1,2,4,4a,5,6-hexahydro-3H-pyrazino[1,2-a]quinoxaline-3-sulfonamide CNS(=O)(=O)N1C[C@@H]2N(C3=CC=CC=C3N(C2)C2=CC=C(C=C2)C(F)(F)F)CC1